(S)-((1-(BENZYLTHIO)BUT-3-EN-2-YL)OXY)(TERT-BUTYL)DIPHENYLSILANE C(C1=CC=CC=C1)SC[C@H](C=C)O[Si](C1=CC=CC=C1)(C1=CC=CC=C1)C(C)(C)C